3-(4,6-diphenyl-1,3,5-triazin-2-yl)-2,5-difluorobenzonitrile C1(=CC=CC=C1)C1=NC(=NC(=N1)C1=CC=CC=C1)C=1C(=C(C#N)C=C(C1)F)F